CSC1=NN=C(O1)C(C(=O)NCCCCCC(=O)O)CC=1OC(=NN1)SC 6-(2,3-bis(5-methylsulfanyl-2-1,3,4-oxadiazolyl)propionamido)hexanoic acid